rac-tert-butyl 7-[(3R)-2,6-dioxopiperidin-3-yl]-3,4-dihydro-1H-isoquinoline-2-carboxylate O=C1NC(CC[C@@H]1C1=CC=C2CCN(CC2=C1)C(=O)OC(C)(C)C)=O |r|